C(C1=CC=CC=C1)OC[C@@]12N(C[C@@H](N(C1=O)CC13CC(C1)C3)C2)C(=O)OC(C)(C)C Tert-butyl (1R,4S)-1-((benzyloxy) methyl)-5-(bicyclo[1.1.1]pent-1-ylmethyl)-6-oxo-2,5-diazabicyclo[2.2.1]heptane-2-carboxylate